CN1C=CC2=C(C=CC=C12)N1CCNCC1 1-Methyl-4-(piperazin-1-yl)-1H-indole